F\C(\C(=O)NC=1C=C2C(=NC=NC2=CC1OC)NC1=C(C=C(C(=C1)C)OC1=CC2=C(N(C=N2)C)C=C1)OC)=C/[C@@H]1N(CCC1)C (R,Z)-2-fluoro-N-(7-methoxy-4-((2-methoxy-5-methyl-4-((1-methyl-1H-benzo[d]imidazole-5-yl)oxy)phenyl)amino)quinazolin-6-yl)-3-(1-methylpyrrolidin-2-yl)acrylamide